5-{(rac)-1-[(5-methyl-1H-pyrazol-3-yl)methyl]-5',6'-dihydrospiro[pyrrolidine-3,4'-pyrrolo[1,2-b]pyrazol]-2'-yl}-3-(trifluoromethyl)pyridin-2-amine CC1=CC(=NN1)CN1C[C@]2(CCN3N=C(C=C32)C=3C=C(C(=NC3)N)C(F)(F)F)CC1 |r|